ClC1=C(C#N)C=CC(=C1)N1CC2(C[C@@H]1C)CCN(CC2)C2=CC=C(C=C2)C(=O)N2CCC(CC2)CN2CCN(CC2)C2=NC=CC(=C2)NC2C(NC(CC2)=O)=O 2-Chloro-4-((3S)-8-(4-(4-((4-(4-((2,6-dioxo-piperidin-3-yl)amino)-pyridin-2-yl)piperazin-1-yl)methyl)piperidine-1-carbonyl)phenyl)-3-methyl-2,8-diazaspiro[4.5]decan-2-yl)benzonitrile